1-hydroxy-4-methylcyclohexane-1-carboxylic acid OC1(CCC(CC1)C)C(=O)O